((S)-2-(((2R,3S,4R,5R)-5-(6-chloro-4-(cyclopentylamino)-1H-pyrazolo[3,4-d]pyrimidin-1-yl)-3,4-dihydroxytetrahydro-furan-2-yl)methoxy)-1-hydroxy-propan-2-yl)phosphonic acid ClC1=NC(=C2C(=N1)N(N=C2)[C@H]2[C@@H]([C@@H]([C@H](O2)CO[C@@](CO)(C)P(O)(O)=O)O)O)NC2CCCC2